3-((7-(5-Methyl-1,2,4-oxadiazol-3-yl)isoquinolin-1-yl)amino)-N-(4-propoxypyrazolo[1,5-a]pyridin-2-yl)propanamide CC1=NC(=NO1)C1=CC=C2C=CN=C(C2=C1)NCCC(=O)NC1=NN2C(C(=CC=C2)OCCC)=C1